(2S)-2-[4-chloro-2-(4-butoxy-4,5-dihydroisoxazol-3-yl)phenoxy]-3-cyclopropylpropionic acid ethyl ester C(C)OC([C@H](CC1CC1)OC1=C(C=C(C=C1)Cl)C1=NOCC1OCCCC)=O